3-(methyl-sulfonyl)-6-oxa-3-azabicyclo[3.1.0]hexane CS(=O)(=O)N1CC2OC2C1